C(N)(OC(CCCCN1CCN(CC1)C1=C2C(N(C(C2=CC=C1)=O)C1C(NC(CC1)=O)=O)=O)(C)C)=O (3-(4-(2-(2,6-dioxopiperidin-3-yl)-1,3-dioxoisoindolin-4-yl)piperazin-1-yl)propyl)tert-butyl carbamate